benzyl 4-[3-[(1R)-1-aminoethyl]-5-methoxy-phenyl]-1-methyl-pyrrole-2-carboxylate hydrochloride Cl.N[C@H](C)C=1C=C(C=C(C1)OC)C=1C=C(N(C1)C)C(=O)OCC1=CC=CC=C1